2-isocyanato-pyridine N(=C=O)C1=NC=CC=C1